C(C)(C)(C)OC(=O)N([C@@H](CC1=CNC2=CC=CC=C12)C(=O)O)C(=O)OC(C)(C)C di-t-butoxycarbonyl-L-tryptophan